1-(7-fluoro-3-oxo-4-(prop-2-yn-1-yl)-3,4-dihydrospiro[benzo[b][1,4]oxazin-2,1'-cyclopropan]-6-yl)-4-methylpiperidine-2,6-dione FC=1C(=CC2=C(OC3(CC3)C(N2CC#C)=O)C1)N1C(CC(CC1=O)C)=O